ClC1=NN(C(=C1Cl)C[C@@H]1N(C(C2=CC=CC=C12)=O)CC1CC2(C1)OC(NC2)=O)C (2s,4R)-2-(((S)-1-((3,4-dichloro-1-methyl-1H-pyrazol-5-yl)methyl)-3-oxoisoindolin-2-yl)methyl)-5-oxa-7-azaspiro[3.4]octan-6-one